CC1=NC=2N(C=C1)N=C(C2)C(=O)N 5-methylpyrazolo[1,5-a]pyrimidine-2-carboxamide